(R)-N-((5-cyclohexylpyridin-2-yl)methyl)-N-(6-fluoro-1-oxoisoindolin-5-yl)-1-((perfluorophenyl)sulfonyl)azetidine-2-carboxamide C1(CCCCC1)C=1C=CC(=NC1)CN(C(=O)[C@@H]1N(CC1)S(=O)(=O)C1=C(C(=C(C(=C1F)F)F)F)F)C=1C=C2CNC(C2=CC1F)=O